2,2'-(1,4-phenylene)bis-[1H-benzimidazole-4,5-disulphonic acid] disodium salt [Na+].[Na+].C1(=CC=C(C=C1)C1=NC=2C(N1)=CC=C(C2S(=O)(=O)O)S(=O)(=O)O)C2=NC=1C(N2)=CC=C(C1S(=O)(=O)[O-])S(=O)(=O)[O-]